2-[(5-Cyclopropylpyrazin-2-yl)oxy]-N-{3-[2-(3,4-dichlorophenoxy)acetylamino]-bicyclo[1.1.1]pentan-1-yl}acetamide C1(CC1)C=1N=CC(=NC1)OCC(=O)NC12CC(C1)(C2)NC(COC2=CC(=C(C=C2)Cl)Cl)=O